tris(2-carboxyethyl)phosphine HCl salt Cl.C(=O)(O)CCP(CCC(=O)O)CCC(=O)O